Phenylalanine Nitrate [N+](=O)(O)[O-].N[C@@H](CC1=CC=CC=C1)C(=O)O